N1=C(SC=2CNCCC21)C(=O)N 4,5,6,7-tetrahydrothiazolo[5,4-c]pyridin-2-carboxamid